C(C)(=O)C1=CC=C(C(=O)O)C=C1 para-acetyl-benzoic acid